CC=1SC(=CN1)S(=O)(=O)N1CCC(CC1)C=1C(=CC=2N(N1)N=CN2)C 2-methyl-5-((4-(7-methyl-[1,2,4]triazolo[1,5-b]pyridazin-6-yl)piperidin-1-yl)sulfonyl)thiazole